tert-butyl (6aR)-4-chloro-3-(3-chloro-6-fluoro-2-hydroxyphenyl)-1-fluoro-12-oxo-6a,7,9,10-tetrahydro-12H-pyrazino[2,1-c]pyrido[3,4-f][1,4]oxazepine-8(6H)-carboxylate ClC1=C(N=C(C=2C(N3[C@@H](COC21)CN(CC3)C(=O)OC(C)(C)C)=O)F)C3=C(C(=CC=C3F)Cl)O